NC=1C=C(C(=NC1)C1=CC=C(N=N1)N1CC(N(CC1)C(=O)OC(C)(C)C)C)OCOC tert-butyl 4-(6-(5-amino-3-(methoxymethoxy) pyridin-2-yl) pyridazin-3-yl)-2-methylpiperazine-1-carboxylate